Cl.NCCNC(C1=CC=C(C=C1)OC[C@@H]1CNCC[C@H]1C1=CC=C(C=C1)F)=O N-(2-aminoethyl)-4-(((3S,4R)-4-(4-fluorophenyl)piperidin-3-yl)-methoxy)benzamide hydrochloride